(1R,2S,5S)-N-((S)-1-cyano-2-((S)-2-oxopyrrolidin-3-yl)ethyl)-3-((S)-2-(2-cyanoacetamido)-3,3-dimethylbutyryl)-6,6-dimethyl-3-azabicyclo[3.1.0]hexane-2-carboxamide C(#N)[C@H](C[C@H]1C(NCC1)=O)NC(=O)[C@@H]1[C@H]2C([C@H]2CN1C([C@H](C(C)(C)C)NC(CC#N)=O)=O)(C)C